2-(2-(ethylsulfonyl)-5-(4-fluorophenyl)pyrazolo[1,5-a]pyrimidin-3-yl)-3-methyl-6-(trifluoromethyl)-3H-imidazo[4,5-c]pyridine C(C)S(=O)(=O)C1=NN2C(N=C(C=C2)C2=CC=C(C=C2)F)=C1C1=NC2=C(C=NC(=C2)C(F)(F)F)N1C